[O-]CC.[O-]CC.[CH-]1C=CC=C1.[CH-]1C=CC=C1.[Zr+2] zirconocene diethoxide